5,5'-Diallyl-2-(allyloxy)biphenyl-2'-ol C(C=C)C=1C=CC(=C(C1)C=1C(=CC=C(C1)CC=C)O)OCC=C